C(C)S(=O)(=O)C=1C=C(C=NC1N1N=C2C(C=NC(=C2)C(F)(F)F)=C1)C1=CC=C(C=C1)C1(CC1)C#N 1-[4-[5-(ethylsulfonyl)-6-[6-(trifluoromethyl)pyrazolo[4,3-c]pyridin-2-yl]pyridin-3-yl]phenyl]cyclopropane-1-carbonitrile